5-(pyrrolidin-1-yl)pentanamide N1(CCCC1)CCCCC(=O)N